3-methyl-N-(7-morpholinoquinolin-8-yl)pyridine-2-sulfonamide CC=1C(=NC=CC1)S(=O)(=O)NC=1C(=CC=C2C=CC=NC12)N1CCOCC1